2-bromo-8-methyl-8-(1-((2-(trimethylsilyl)ethoxy)methyl)-1H-pyrazol-3-yl)-7,8-dihydro-6H-cyclopenta[e]pyrazolo[1,5-a]pyrimidine-6-carbonitrile BrC1=NN2C(N=CC3=C2C(CC3C#N)(C3=NN(C=C3)COCC[Si](C)(C)C)C)=C1